CC1=NNC=N1 3-methyl-1,2,4-triazole